F[C@@H]1[C@@H]2C[C@@H]([C@H](C[C@H]1OC=1N=NC(=CN1)C1=C(C=C(C=C1)N1C=NC=C1)O)N2)F 2-(3-(((1S,2R,3R,5S,6S)-2,6-difluoro-8-azabicyclo[3.2.1]octan-3-yl)oxy)-1,2,4-triazin-6-yl)-5-(1H-imidazol-1-yl)phenol